hexadecyl-trichlorosilane C(CCCCCCCCCCCCCCC)[Si](Cl)(Cl)Cl